2-(4,6-dichloropyrimidin-2-yl)-4-methylthiazole ClC1=NC(=NC(=C1)Cl)C=1SC=C(N1)C